BrC1=CC(=C(C=C1)N1CCNCC1)[N+](=O)[O-] 1-(4-bromo-2-nitrophenyl)piperazine